(S)-N4-(3-chloro-4-fluorophenyl)-N6-(2,3,5,6-tetrafluoro-4-(methylthio)phenyl)-7-((tetrahydrofuran-3-yl)oxy)quinazoline-4,6-diamine ClC=1C=C(C=CC1F)NC1=NC=NC2=CC(=C(C=C12)NC1=C(C(=C(C(=C1F)F)SC)F)F)O[C@@H]1COCC1